CC([C@@H](C(NC(C)C1=CC=C(C=C1)C)=O)NC(OC(C)C)=O)C isopropyl [(1S)-2-methyl-1-(1-p-tolylethylcarbamoyl)propyl]carbamate